C(C=C)(=O)OC=C vinyl acrylate